C[C@H]1CN(CCN1)C(CC)=O (S)-1-(3-methylpiperazin-1-yl)propan-1-one